1-(2-ethylhexyl)-3-hexadecylimidazolium C(C)C(CN1C=[N+](C=C1)CCCCCCCCCCCCCCCC)CCCC